C1(CCCC1)OC1=CC=C(C=C1)C1=NC=CC(=N1)C(=O)N/N=C/C1=CC(=CC(=C1)OC)OC (E)-2-(4-(cyclopentyloxy)phenyl)-N'-(3,5-dimethoxybenzylidene)pyrimidine-4-carbohydrazide